FC=1C=C(C=C(C1)F)C1=NC=CC(=C1C(F)(F)F)\C=C\OCC 2-(3,5-difluorophenyl)-4-[(E)-2-ethoxyethenyl]-3-(trifluoromethyl)pyridine